C(C(C)C)N(C=1C2=C(N=C(N1)N(CCOC)CCOC)C(=NC(=N2)N(CCOC)CCOC)N2CCC(CC2)OC)C N4-isobutyl-N2,N2,N6,N6-tetrakis(2-methoxyethyl)-8-(4-methoxypiperidin-1-yl)-N4-methylpyrimido[5,4-d]pyrimidine-2,4,6-triamine